4-(5-(4-(4-cyclobutyl-4H-1,2,4-triazol-3-yl)phenyl)pyridin-3-yl)-5-methyl-7-(pyridin-2-yl)-8,9-dihydropyrido[3',2':4,5]pyrrolo[1,2-a]pyrazin-6(7H)-one C1(CCC1)N1C(=NN=C1)C1=CC=C(C=C1)C=1C=C(C=NC1)C1=CC=NC2=C1C(=C1N2CCN(C1=O)C1=NC=CC=C1)C